(2-carbamoyl-4-pyridinyl)-2-[(3S)-4,4-difluoro-3-methyl-1-piperidinyl]-5-(trifluoromethyl)-pyridine-3-carboxamide C(N)(=O)C1=NC=CC(=C1)C1=C(C(=NC=C1C(F)(F)F)N1C[C@@H](C(CC1)(F)F)C)C(=O)N